BrC1=CC=C(CC2=NC3=C(N2)C=CC=C3)C=C1 2-(4-Bromobenzyl)-1H-benzo[d]imidazole